C(C)(C)(C)OC(=O)N[C@@H](CCCNC(N)=N)C(=O)OC=1C=CC2=C(C1)OC(C=1C2N2N(CC1)C(N(C2=O)C2=CC=C(C=C2)C(C)=O)=O)(C)C 2-(4-acetylphenyl)-7,7-dimethyl-1,3-dioxo-2,3,5,12b-tetrahydro-1H,7H-chromeno[4,3-c][1,2,4]triazolo[1,2-a]pyridazin-10-yl (tert-butoxycarbonyl)-L-argininate